9-chloro-7-fluoro-3,3-dimethyl-1,2,3,4-tetrahydrobenzo[c][2,6]naphthyridine-1,1-d2 ClC1=CC2=C(N=CC=3CC(NC(C23)([2H])[2H])(C)C)C(=C1)F